2-(3-chlorophenyl)-2-methoxyethan-1-amine hydrochloride Cl.ClC=1C=C(C=CC1)C(CN)OC